O=C1NC(CCC1N1C(C2=CC=C(C=C2C1=O)NCCC[C@@H]1C[C@H](C1)N1N=CC(=C1)C1=NC2=CC=CC(=C2N=C1)C1CCN(CC1)C)=O)=O 2-(2,6-dioxopiperidin-3-yl)-5-((3-(trans-3-(4-(5-(1-methylpiperidin-4-yl)quinoxalin-2-yl)-1H-pyrazol-1-yl)cyclobutyl)propyl)amino)isoindoline-1,3-dione